2-[2-(3,4-Dimethoxyphenyl)vinyl]-4,6-bis(trichloromethyl)s-triazine COC=1C=C(C=CC1OC)C=CC1=NC(=NC(=N1)C(Cl)(Cl)Cl)C(Cl)(Cl)Cl